N1CCC2(CC1)COC1=C2C=CC=C1 spiro[benzofuran-3,4'-piperidin]